N-tert-butoxycarbonyl-N'-(4-methoxy-2,3,6-trimethylbenzenesulfonyl)-L-arginine C(C)(C)(C)OC(=O)N[C@@H](CCCN(C(N)=N)S(=O)(=O)C1=C(C(=C(C=C1C)OC)C)C)C(=O)O